N-(5-chloro-6-(2H-1,2,3-triazol-2-yl)pyridin-3-yl)-6-methyl-5-(1-oxo-1,2-dihydroisoquinolin-5-yl)picolinamide ClC=1C=C(C=NC1N1N=CC=N1)NC(C1=NC(=C(C=C1)C1=C2C=CNC(C2=CC=C1)=O)C)=O